ClC=1C=C2C3=C(N4C=5C(=CC=CC5B3OC3=CC=CC=C23)C=2C=CC=CC24)C1 9-chloro-15-oxa-7b-aza-15a-borabenzo[gh]indeno[1,2,3-de]tetraphene